(dimethylamino)pyridin CN(C)C1=NC=CC=C1